5-(2-((3-((3,5-Difluoro-4-(trifluoromethoxy)benzyl)amino)cyclobutyl)methoxy)ethoxy)benzo[c][2,6]naphthyridine-8-carboxylic acid FC=1C=C(CNC2CC(C2)COCCOC2=NC3=C(C4=CN=CC=C24)C=CC(=C3)C(=O)O)C=C(C1OC(F)(F)F)F